[C@@H]12OC[C@@H](N(C1)C1CCN(CC1)C1=C(C=C(C(=C1)OC)NC1=NC=NC(=C1)N1OCC[C@@H]1C1=CC=C(C=C1)F)NC(C=C)=O)C2 N-(2-(4-((1S,4S)-2-oxa-5-azabicyclo[2.2.1]heptane-5-yl)piperidine-1-yl)-5-((6-((R)-3-(4-fluorophenyl)isoxazolidine-2-yl)pyrimidine-4-yl)amino)-4-methoxyphenyl)acrylamide